CC(C(=O)O)(C)C Trimethyl-Acetic Acid